1-(2-cyclopentylbenzo[d]oxazol-6-yl)-4-oxo-6-(4-(pyrrolidin-1-yl)phenyl)-1,4-dihydropyridine-3-Carboxylic acid C1(CCCC1)C=1OC2=C(N1)C=CC(=C2)N2C=C(C(C=C2C2=CC=C(C=C2)N2CCCC2)=O)C(=O)O